FC1=CC=C(C=C1)C1=CN=C(N1)[C@H](CCCCCC(CC)=O)NC(=O)[C@H]1CC12CCN(CC2)C (S)-N-((S)-1-(5-(4-fluorophenyl)-1H-imidazol-2-yl)-7-oxononyl)-6-methyl-6-azaspiro[2.5]octane-1-carboxamide